(methylethyl methacrylate) (2-dimethylaminoethyl methacrylate) CN(CCC=C(C(=O)O)C)C.CC(=C(C(=O)O)C)CC